N-((S)-1-Cyclopropylethyl)-2-(3-(5-(((R)-1-Cyclopropylethyl)Carbamoyl)-4H-1,2,4-Triazol-3-Yl)Phenyl)Oxazole-5-Carboxamide C1(CC1)[C@H](C)NC(=O)C1=CN=C(O1)C1=CC(=CC=C1)C1=NN=C(N1)C(N[C@H](C)C1CC1)=O